1-(4-nitrophenyl)-4-(trifluoromethoxy)piperidine [N+](=O)([O-])C1=CC=C(C=C1)N1CCC(CC1)OC(F)(F)F